C(#N)C1(CCC1)C(=O)N1[C@H]([C@H](CC1)NS(=O)(=O)C)CC=1C=C(C=CC1)C1=CC(=CC=C1)F N-((2S,3S)-1-((1-cyanocyclobutyl)carbonyl)-2-((3'-fluorobiphenyl-3-yl)methyl)pyrrolidin-3-yl)methanesulfonamide